OC1=CC=CC=C1C1=CC=CC=C1O 6,6'-dihydroxy-[1,1'-biphenyl]